4-(7-bromo-6-chloro-2-fluoro-quinazolin-4-yl)piperazine-1-carboxylic acid tert-butyl ester C(C)(C)(C)OC(=O)N1CCN(CC1)C1=NC(=NC2=CC(=C(C=C12)Cl)Br)F